C(CCCCCCCCC\C=C/CCCCCC)CC(=O)O.C(CCCCCCCCC\C=C/CCCCCC)=O (Z)-11-octadecenal ((Z)-11-octadecen-1-yl acetate)